acetyl-1-methylpyrrole C(C)(=O)C=1N(C=CC1)C